1,2-dibutanoyl-sn-glycerol C(CCC)(=O)OC[C@@H](OC(CCC)=O)CO